BrC=1C=CC(=C2C=CN(C12)S(=O)(=O)CC1=CC=CC=C1)CBr 7-Bromo-4-(bromomethyl)-1-toluenesulfonyl-1H-indole